2-(4-(6-(1-methyl-1H-pyrazol-4-yl)-4-(pyrazin-2-yl)pyrazolo[1,5-a]pyridin-3-yl)phenyl)acetamide CN1N=CC(=C1)C=1C=C(C=2N(C1)N=CC2C2=CC=C(C=C2)CC(=O)N)C2=NC=CN=C2